mercaptobenzyl alcohol SC(C1=CC=CC=C1)O